methyl 2-[[4-[6-[(6-cyano-2-methyl-3-pyridyl)methoxy]-2-pyridyl]-2,5-difluoro-phenyl]methyl]-7-methoxy-3-[[(2S)-oxetan-2-yl]methyl]benzimidazole-5-carboxylate C(#N)C1=CC=C(C(=N1)C)COC1=CC=CC(=N1)C1=CC(=C(C=C1F)CC=1N(C2=C(N1)C(=CC(=C2)C(=O)OC)OC)C[C@H]2OCC2)F